2,2'-bipyridine-4,4'-dicarboxaldehyde gold (III) [Au+3].N1=C(C=C(C=C1)C=O)C1=NC=CC(=C1)C=O